[N+](=O)([O-])C1=CC(=C(OC2=CC=3N(C=C2)N=CN3)C=C1)C(F)(F)F 7-(4-nitro-2-(trifluoromethyl)phenoxy)-[1,2,4]triazolo[1,5-a]pyridine